CON(C(=O)C1CC(C1)OCC1=CC=CC=C1)C N-methoxy-N-methyl-3-(benzyloxy)cyclobutanecarboxamide